5-methyl-2-(1-{[(3R)-1-methylpiperidin-3-yl]amino}pyrido[3,4-d]pyridazin-4-yl)phenol CC=1C=CC(=C(C1)O)C=1N=NC(=C2C1C=NC=C2)N[C@H]2CN(CCC2)C